ClCCC(=C(C1=CC=CC=C1)C1=CC=C(OCCN(C)C)C=C1)C1=CC=CC=C1 2-[p-[4-chloro-1,2-diphenyl-1-butenyl]phenoxy]-N,N-dimethylethylamine